2-(methylthio)-7-(oxetan-3-yl)-7H-pyrrolo[2,3-d]pyrimidine-6-carboxamide CSC=1N=CC2=C(N1)N(C(=C2)C(=O)N)C2COC2